C(\C=C/C(=O)O)(=O)O.CN(C(C=CC)=O)OCC#C N-methyl-N-prop-2-ynoxy-but-2-enamide maleate